6-(2-hydroxy-2-(3-isopropylphenyl)acetyl)-2-(1-phenylcyclopropyl)-3,5,6,7,8,9-hexahydro-4H-pyrimido[5,4-c]azepin-4-one OC(C(=O)N1CC2=C(CCC1)N=C(NC2=O)C2(CC2)C2=CC=CC=C2)C2=CC(=CC=C2)C(C)C